2-Pentanamine CC(CCC)N